FC(C(=O)O)(F)F.NC[C@@]1(OC2=C(C1)C(=C(C=C2)Cl)C2=C(C(=O)N)C=CC=C2Cl)C2=CC=CC=C2 2-((2S,4S)-2-(aminomethyl)-5-chloro-2-phenyl-2,3-dihydrobenzofuran-4-yl)-3-chlorobenzamide trifluoroacetate salt